BrC1=CC2=C(C=3C=NNC3CC2)C=C1 7-bromo-4,5-dihydro-3H-benzo[e]indazole